F[B-](F)(F)F.C(C)[S+](C1=CC=CC=C1)C1=CC=CC=C1 ethyldiphenylsulfonium Tetrafluoroborate salt